samarium-yttrium [Y].[Sm]